(E)-1-methyl-2,2'-dioxo-[3,3'-biindolinylidene]-5-yl acrylate C(C=C)(=O)OC=1C=C2\C(\C(N(C2=CC1)C)=O)=C\1/C(NC2=CC=CC=C12)=O